COC(=O)C1N(CCC1)C(=O)OC(C)(C)C pyrrolidine-1,2-diFormic acid 1-(tert-butyl) 2-methyl ester